FC1=CC=C(C=C1)CC=1C=C2C(=NC1CO)C(CN2C(CN2[C@H](CN[C@@H](C2)C)CN2[C@@H](COCC2)C)=O)(C)C 1-[6-[(4-fluorophenyl)methyl]-5-(hydroxymethyl)-3,3-dimethyl-2H-pyrrolo[3,2-b]pyridin-1-yl]-2-[(2R,5R)-5-methyl-2-[[(3R)-3-methylmorpholin-4-yl]methyl]piperazin-1-yl]ethanone